Methyl 5-(methylamino)-6-(3-methylimidazo[4,5-c]pyridin-7-yl)-3-[4-(morpholinomethyl)anilino]pyrazine-2-carboxylate CNC=1N=C(C(=NC1C=1C2=C(C=NC1)N(C=N2)C)C(=O)OC)NC2=CC=C(C=C2)CN2CCOCC2